C(CCCCC)NCC n-hexylethylamine